NCC(=O)N(CC1=CC(=CC=C1)CN(C(CN)=O)C(CN)=O)C(CN)=O N,N,N',N'-tetraglycyl-m-xylylenediamine